1-[4-[[4-(cyclopropylamino)-3-methyl-1-(2-trimethylsilylethoxymethyl)pyrazolo[3,4-d]pyrimidin-6-yl]amino]indazol-1-yl]-2-methyl-propan-2-ol C1(CC1)NC1=C2C(=NC(=N1)NC1=C3C=NN(C3=CC=C1)CC(C)(O)C)N(N=C2C)COCC[Si](C)(C)C